5-Cyclopropyl-2-fluoropyridine C1(CC1)C=1C=CC(=NC1)F